ClC1=C(C=CC(=C1)Cl)C1=CC=C(S1)CC(=O)NCCCN1CCOCC1 2-(5-(2,4-dichlorophenyl)thiophen-2-yl)-N-(3-morpholinopropyl)acetamide